ClC(OC1=NC(=NC=N1)OC(Cl)(Cl)Cl)(Cl)Cl bis(trichloromethyloxy)-sym-triazine